5-((R)-1-((2H-tetrazol-5-yl)methyl)-[3,4'-bipiperidin]-1'-yl)-N-((R)-1-(2,4-dichlorophenyl)ethyl)-[1,2,4]triazolo[1,5-a]pyrimidin-7-amine N=1NN=NC1CN1C[C@H](CCC1)C1CCN(CC1)C1=NC=2N(C(=C1)N[C@H](C)C1=C(C=C(C=C1)Cl)Cl)N=CN2